4-amino-N-[1-(3-cyclohexen-1-ylmethyl)-4-piperidinyl]-2-ethoxy-5-nitrobenzamide NC1=CC(=C(C(=O)NC2CCN(CC2)CC2CC=CCC2)C=C1[N+](=O)[O-])OCC